3-(7-(((3R,4R)-3-fluoro-1-methylpiperidin-4-yl)amino)-3-(1H-pyrrol-1-yl)benzofuran-2-yl)prop-2-yn F[C@@H]1CN(CC[C@H]1NC1=CC=CC=2C(=C(OC21)C#CC)N2C=CC=C2)C